3-methoxy-2-(4-methylpiperazin-1-yl)propionic acid lithium (ii) [Li+2].COCC(C(=O)O)N1CCN(CC1)C